O1C(CCC=2OC3=C(C21)C=CC=C3)=O 3,4-dihydro-2H-pyrano[3,2-b]benzofuran-2-one